Cl.O1C(=NC2=C1C=CC=C2)N(CCCOC2=CC=C(C=C2)OC)CC=2C=C(C=CC2)O 3-[[2-benzoxazolyl-[3-(4-methoxyphenoxy)propyl]amino]methyl]phenol hydrochloride